2-amino-2-(2-chlorophenyl)acetic acid methyl ester COC(C(C1=C(C=CC=C1)Cl)N)=O